7-(3-chloro-5-fluorophenyl)-5,6,7,8-tetrahydro-2,7-naphthyridine-3-carboxylic acid ethyl ester C(C)OC(=O)C=1N=CC=2CN(CCC2C1)C1=CC(=CC(=C1)F)Cl